ClC=1N=C(C2=C(N1)N(C=C2)[C@H]2[C@@H]([C@@H]([C@H](O2)COCP(O)(O)=O)O)O)N[C@@H](C)C2=CC=CC=C2 [(2R,3S,4R,5R)-5-[2-chloro-4-[[(1S)-1-phenylethyl]amino]-pyrrolo[2,3-d]-pyrimidin-7-yl]-3,4-dihydroxy-tetrahydro-furan-2-yl]methoxy-methylphosphonic acid